C1OCC12CN(C2)S(=O)(=O)C2=CC(=C(NCC#C)C=C2)OC 4-((2-oxa-6-azaspiro[3.3]heptan-6-yl)sulfonyl)-2-methoxy-N-(prop-2-yn-1-yl)aniline